dinitro-bitetrazole diammonium salt [NH4+].[NH4+].[N+](=O)([O-])C1(N=NN=N1)C1(N=NN=N1)[N+](=O)[O-]